C1(=C(C(=CC(=C1)C)C)C(=O)F)C mesitoyl fluoride